3-(acryloyloxymethyl)-2-phenyloxetane C(C=C)(=O)OCC1C(OC1)C1=CC=CC=C1